FC([C@H](CC(C(=O)OCC1=CC=CC=C1)=C)N[S@@](=O)C(C)(C)C)(F)F benzyl (4S)-5,5,5-trifluoro-2-methylidene-4-[[(S)-2-methylpropane-2-sulfinyl]amino]pentanoate